N=C(CCCSCCC(=O)OCCCCCCCCCCCCCCCC)NCCCCCCCCCCCCCC hexadecyl 3-((4-imino-4-(tetradecylamino)butyl)thio)propanoate